3-chloro-2'-(2-(2-hydroxypropan-2-yl)pyrimidin-4-yl)-5',6-dimethyl-4-(phenylmethoxy)-2H-[1,4'-bipyridin]-2-one ClC=1C(N(C(=CC1OCC1=CC=CC=C1)C)C1=CC(=NC=C1C)C1=NC(=NC=C1)C(C)(C)O)=O